5-(3-((4-(4-amino-3-(4-phenoxyphenyl)-1H-pyrazolo[3,4-d]pyrimidin-1-yl)cyclohexyl)methyl)-3,8-diazabicyclo[3.2.1]octan-8-yl)-2-(2,6-dioxopiperidin-3-yl)-6-fluoroisoindoline-1,3-dione NC1=C2C(=NC=N1)N(N=C2C2=CC=C(C=C2)OC2=CC=CC=C2)C2CCC(CC2)CN2CC1CCC(C2)N1C=1C=C2C(N(C(C2=CC1F)=O)C1C(NC(CC1)=O)=O)=O